ClC1=C(COC=2C=C(C=CC2)C2=NNC3=NC=NC(=C32)N)C(=CC=C1)Cl 3-(3-(2,6-dichlorobenzyloxy)phenyl)-1H-pyrazolo[3,4-d]pyrimidin-4-amine